5-methanesulfonyl-1,2,3,4-tetrahydroquinoline CS(=O)(=O)C1=C2CCCNC2=CC=C1